NC1=CC=C(C=N1)C(=O)NC[C@H]1NC([C@H](SCC1)C1=CC(=CC=C1)OC1=CC=C(C=C1)F)=O 6-amino-N-[[(2R,5S)-2-[3-(4-fluorophenoxy)phenyl]-3-oxo-1,4-thiazepan-5-yl]methyl]pyridine-3-carboxamide